4-((5-(4-bromophenyl)pyridin-2-yl)thio)-1H-1,2,3-triazole BrC1=CC=C(C=C1)C=1C=CC(=NC1)SC=1N=NNC1